BrC=1C=NN2C1N=C(N=C2NCC2=NN=C(N2)C2=C(C=CC=C2)Cl)N2CCOCC2 8-bromo-N-{[5-(2-chlorophenyl)-4H-1,2,4-triazol-3-yl]methyl}-2-(morpholin-4-yl)pyrazolo[1,5-a][1,3,5]triazin-4-amine